N[C@H]1[C@@H]2CC[C@@H](C1)C2 |r| rac-(1R,2S,4R,5R)-5-aminobicyclo[2.2.1]heptan